C(C1=CC=CC=C1)N1C(O[C@@H]2[C@H]1[C@H](O[C@H]2N2C=1N=C(NC(C1N=C2)=O)/N=C/N(C)C)CO)=O (E)-N'-(9-((3aR,4S,6R,6aR)-3-benzyl-4-(hydroxymethyl)-2-oxohexahydrofuro[3,4-d]Oxazol-6-yl)-6-oxo-6,9-dihydro-1H-purin-2-yl)-N,N-dimethylformamidine